CC=1C=C(C=CC1OC1=CC2=C(N(N=N2)C)C=C1)NC1=NC=NC2=C1N=C(N=C2)N2CC1N(C(C2)C1)C(=O)OC(C)(C)C tert-butyl 3-(8-((3-methyl-4-((1-methyl-1H-benzo[d][1,2,3]triazol-5-yl)oxy)phenyl)amino)pyrimido[5,4-d]pyrimidin-2-yl)-3,6-diazabicyclo[3.1.1]heptane-6-carboxylate